N1C=NC(=C1)C[C@@H](C(=O)OC)NC(C[C@@H]1N(C(CC1)=O)CC1=CC=C(C=C1)C)=O methyl (2S)-3-(1H-imidazol-4-yl)-2-[[2-[(2R)-1-[(4-methylphenyl)methyl]-5-oxopyrrolidin-2-yl]acetyl] amino]propionate